CC=1CCCC1C 2,3-dimethyl-2-cyclopentene